bis-(methylcyclopentadienyl)magnesium CC1(C=CC=C1)[Mg]C1(C=CC=C1)C